ClC1=CC=C(C=C1)C1(CC(C1)F)C#N e-1-(4-chlorophenyl)-3-fluoro-cyclobutanecarbonitrile